tert-butyl 2-(3-((S)-1-(2-chloro-4-(N-(2,4-dimethoxybenzyl)-N-(6-fluoropyridin-2-yl)sulfamoyl)-3,5-difluorophenyl)-3-methoxypyrrolidin-3-yl)-3-hydroxypropyl)pyrrolidine-1-carboxylate ClC1=C(C=C(C(=C1F)S(N(C1=NC(=CC=C1)F)CC1=C(C=C(C=C1)OC)OC)(=O)=O)F)N1C[C@](CC1)(OC)C(CCC1N(CCC1)C(=O)OC(C)(C)C)O